N1C2(C(NC3=CC=CC=C13)=O)CCCCC2 1',4'-dihydro-3'H-spiro[cyclohexane-1,2'-quinoxalin]-3'-one